NC1=NC=C(C=C1C(=O)OCC1=CC=CC=C1)C=1C=NN(C1)CCOCC#CC1=CC=CC=2N(C(N(C21)C)=O)C2C(NC(CC2)=O)=O benzyl 2-amino-5-[1-[2-([3-[1-(2,6-dioxopiperidin-3-yl)-3-methyl-2-oxo-1,3-benzodiazol-4-yl]prop-2-yn-1-yl]oxy)ethyl]pyrazol-4-yl]pyridine-3-carboxylate